2-(2-butoxyethoxy)ethyl methacrylate C(C(=C)C)(=O)OCCOCCOCCCC